ClC1=CC=C(C=C1)C=1N=CN(C1C1=CC=NC=C1)CC(=O)N[C@@H]1CNCCC1 2-[4-(4-chlorophenyl)-5-(pyridin-4-yl)-1H-imidazol-1-yl]-N-[(3S)-piperidin-3-yl]acetamide